COC1=CC=C(C=C1)N(C(=O)Cl)C1=CC=CC=C1 4-methoxyphenyl-(phenyl)carbamoyl chloride